OC=1C=CC=C2C=CC(=CC12)B(O)O 8-HYDROXYNAPHTHALENE-2-BORONIC ACID